CC=1N=C(OC1)CC1=C(C(=O)N)C=CC=C1C(=O)N ((4-methyloxazol-2-yl)methyl)isophthalamide